5-(3-(bromomethyl)phenyl)pyrimidine BrCC=1C=C(C=CC1)C=1C=NC=NC1